BrC1=C(C(=CC=C1)Cl)NC(=O)C=1C(=NC(=NC1)NC=1C(=C(C=C(C1)C)F)N1CCC(CC1)N(C)C)OC N-(2-bromo-6-chlorophenyl)-2-{4-[4-(dimethylamino)-1-piperidyl]-3-fluoro-5-toluidino}-4-methoxy-5-pyrimidinecarboxamide